(rac)-((1R,2S,4S)-2-((tert-butyldiphenylsilyl)methyl)-2-(4-(trifluoromethyl)phenyl)bicyclo[2.1.1]hexan-1-yl)(naphthalen-2-yl)methanone [Si](C1=CC=CC=C1)(C1=CC=CC=C1)(C(C)(C)C)C[C@]1(C2(CC(C1)C2)C(=O)C2=CC1=CC=CC=C1C=C2)C2=CC=C(C=C2)C(F)(F)F |r|